BrC1=CC=C(C=C1)N1C[C@@H](CC1)NC1=CC(=CC(=C1)OC)OC (R)-1-(4-Bromophenyl)-N-(3,5-dimethoxyphenyl)pyrrolidin-3-amine